(1aR,4aS,7S,8aS)-4,4,7-trimethyl-2,3,4a,5,6,8-hexahydro-1aH-naphtho[1,8a-b]oxiren-7-ol CC1(CC[C@H]2O[C@]23C[C@](CC[C@@H]13)(O)C)C